(2-methyl-1H-pyrrolo[2,3-b]pyridin-3-yl)methanone CC1=C(C=2C(=NC=CC2)N1)C=O